FC=1C(=C(C=CC1)C(=O)N1[C@@H]2[C@@H](C[C@H](C1)C2)OC2=NC=C(C=C2)C)C2=NC=CC=N2 (3-fluoro-2-(pyrimidin-2-yl)phenyl)((1S,4R,6R)-6-((5-methylpyridin-2-yl)oxy)-2-azabicyclo[2.2.1]Hept-2-yl)methanone